(2S)-1-(2-(3-acetyl-5-(2-methylpyrimidin-5-yl)-1H-indazol-1-yl)acetyl)4-(aminomethyl)-N-(6-bromopyridin-2-yl)-4-fluoropyrrolidine-2-carboxamide C(C)(=O)C1=NN(C2=CC=C(C=C12)C=1C=NC(=NC1)C)CC(=O)N1[C@@H](CC(C1)(F)CN)C(=O)NC1=NC(=CC=C1)Br